C(C1CO1)OCCC[Si](OCCCC)(OCCCC)OCCCC γ-glycidoxypropyltributoxysilane